(E)-N-(3-(4-((4-([1,2,4]triazolo[4,3-c]pyrimidin-7-yloxy)-3-methylphenyl)amino)quinazolin-6-yl)allyl)cyclopropylcarboxamide N=1N=CN2C=NC(=CC21)OC2=C(C=C(C=C2)NC2=NC=NC1=CC=C(C=C21)/C=C/CNC(=O)C2CC2)C